1-[4-benzyloxy-1-(4-fluoro-3-methyl-phenyl)indol-2-yl]-2-methyl-propan-2-ol C(C1=CC=CC=C1)OC1=C2C=C(N(C2=CC=C1)C1=CC(=C(C=C1)F)C)CC(C)(O)C